4-methylpiperazine-1-carboxylic acid [(2s,3s,4E,6r,7s,10r)-10-hydroxy-3,7-dimethyl-12-oxo-2-[(E)-1-(3-piperidin-1-ylsulfonylphenyl) prop-1-en-2-yl]-1-oxododec-4-en-6-yl] ester O[C@H](CC[C@@H]([C@H](/C=C/[C@@H]([C@H](C=O)/C(=C/C1=CC(=CC=C1)S(=O)(=O)N1CCCCC1)/C)C)OC(=O)N1CCN(CC1)C)C)CC=O